CC1=CC(CCC1)CC 1-methyl-3-ethyl-1-cyclohexene